N-((1S)-cycloheptyl(7-((2-oxopyrrolidin-3-yl)methyl)imidazo[1,2-b]pyridazin-2-yl)methyl)-1-ethyl-1H-pyrazole-5-carboxamide C1(CCCCCC1)[C@H](NC(=O)C1=CC=NN1CC)C=1N=C2N(N=CC(=C2)CC2C(NCC2)=O)C1